1,3-dibromo-2,2-diethoxypropane BrCC(CBr)(OCC)OCC